isopropyl (R)-2-(1-(2-allylbenzyl)-6-(1-aminoethyl)-1H-pyrrolo[2,3-b]pyridin-2-yl)-7-methoxy-1-methyl-1H-benzo[d]imidazole-5-carboxylate C(C=C)C1=C(CN2C(=CC=3C2=NC(=CC3)[C@@H](C)N)C3=NC2=C(N3C)C(=CC(=C2)C(=O)OC(C)C)OC)C=CC=C1